(2S,4R)-N-((R)-1-(4-carbamimidoylthiophen-2-yl)ethyl)-4-(4-fluorophenoxy)-1-((4-phenoxybutanoyl)glycyl)pyrrolidine-2-carboxamide C(N)(=N)C=1C=C(SC1)[C@@H](C)NC(=O)[C@H]1N(C[C@@H](C1)OC1=CC=C(C=C1)F)C(CNC(CCCOC1=CC=CC=C1)=O)=O